IC1=CC(=NC(=C1)N1CCOCC1)NC1(CCOCC1)C 4-iodo-N-(4-methyloxacyclohexan-4-yl)-6-(morpholin-4-yl)pyridin-2-amine